tert-butyl 2-bromo-5-(isopropoxy)phenyl carbonate C(OC(C)(C)C)(OC1=C(C=CC(=C1)OC(C)C)Br)=O